BrC=1C(NC(=NC1C1CCCC1)C1=CN=CN1C(C)C)=O 5-bromo-6-cyclopentyl-2-[1-(1-methylethyl)-1H-imidazol-5-yl]-4(3H)-pyrimidinone